NC=1C=C(C=C(C1)C(F)(F)F)[C@@H](C)NC1=NC(=NC2=CC(=C(C=C12)OCCO[C@@H]1COCC1)OC)C N-((R)-1-(3-amino-5-(trifluoromethyl)phenyl)ethyl)-7-methoxy-2-methyl-6-(2-(((S)-Tetrahydrofuran-3-yl)oxy)ethoxy)quinazolin-4-amine